BrC=1C(=NC=CC1)OCC1=CC(=C(C=C1)OC)OC 3-bromo-2-[(3,4-dimethoxyphenyl)methoxy]Pyridine